16,19-Dihydroxy-tricos-21-enoic acid OC(CCCCCCCCCCCCCCC(=O)O)CCC(CC=CC)O